N-{4-[6-(5-chloro-2-fluorophenyl)-2-oxo-1H,2H-[1,3]oxazolo[5,4-c]pyridin-1-yl]pyridin-2-yl}acetamide ClC=1C=CC(=C(C1)C1=CC2=C(C=N1)OC(N2C2=CC(=NC=C2)NC(C)=O)=O)F